5-bromo-1,2-dihydroisoquinolin-1-one BrC1=C2C=CNC(C2=CC=C1)=O